3-fluoro-pyrrolidin FC1CNCC1